N1(CCC1)C=1C=CC(=C(C1)[Ge](C1=CC=CC=C1)(C1=CC=CC=C1)C1=C(C=CC(=C1)N1CCC1)Br)Br bis(5-(azetidin-1-yl)-2-bromophenyl)diphenylgermane